C(CCC)OC=C(C)C1=CC(=CC=C1)C(=COCCOCCOCCC)C 1-(1-butoxyprop-1-en-2-yl)-3-(1-(2-(2-propoxyethoxy)ethoxy)prop-1-en-2-yl)benzene